ClC1=C(C=CC(=C1)[N+](=O)[O-])N=NC1=CC=C(N)C=C1 4-[[2-chloro-4-nitro-phenyl]-azo]-aniline